2-({2-[(4-{1-[1-(2-hydroxyacetyl)piperidin-4-yl]pyrazol-4-yl}-2-methoxyphenyl)amino]-5-(trifluoromethyl)pyrimidin-4-yl}amino)-N-methylbenzamide OCC(=O)N1CCC(CC1)N1N=CC(=C1)C1=CC(=C(C=C1)NC1=NC=C(C(=N1)NC1=C(C(=O)NC)C=CC=C1)C(F)(F)F)OC